O=S1(CCC(CC1)NC1=C2C=C(N(C2=CC=C1)CC(F)(F)F)C=1C=C(C(=O)O)C=CC1)=O 3-(4-((1,1-dioxidotetrahydro-2H-thiopyran-4-yl)amino)-1-(2,2,2-trifluoroethyl)-1H-indol-2-yl)benzoic acid